(S)-N-(2-(4-fluorophenyl)-2-(3-((1-methyl-1H-imidazol-2-yl)amino)azetidin-1-yl)ethyl)-2,5-bis(trifluoromethyl)pyrazolo[1,5-a]pyrimidin-7-amine FC1=CC=C(C=C1)[C@@H](CNC1=CC(=NC=2N1N=C(C2)C(F)(F)F)C(F)(F)F)N2CC(C2)NC=2N(C=CN2)C